tert-butyl (2-(6-(4-fluoro-2-hydroxyphenyl)imidazo[1,2-a]pyridin-3-yl)ethyl)carbamate FC1=CC(=C(C=C1)C=1C=CC=2N(C1)C(=CN2)CCNC(OC(C)(C)C)=O)O